FC1=CC=C(C(=C1[C@H]([C@@H](C=1OC(NN1)=O)NS(=O)(=O)N1CCC2(CCCC2)CC1)C)C)C N-((1S,2R)-2-(6-fluoro-2,3-dimethylphenyl)-1-(5-oxo-4,5-dihydro-1,3,4-oxadiazol-2-yl)propyl)-8-azaspiro[4.5]-decane-8-sulfonamide